(2S,3S)-2,3-dimethyl-oxirane (P)-phosphate P(=O)(O)(O)O.C[C@@H]1O[C@H]1C